C(CCC)OCCC(=O)N(CC)CC 3-n-butoxy-N,N-diethylpropionamide